C1(CCCCC1)N(C1CCCCC1)C1CCCCC1.C1(CCCCC1)N(C1CCCCC1)C1CCCCC1 tricyclohexylamine (tricyclohexylamine) salt